O1C=C(C=C1)C=1N=C(C2=C(N1)SC(=C2)C)NCCCC2=CC=C(C=C2)C=2SC(=CC2)C 2-(furan-3-yl)-6-methyl-N-(3-[4-(5-methylthiophen-2-yl)phenyl]propyl)thieno[2,3-d]pyrimidin-4-amine